N-(8'-bromo-4'H-spiro[cyclopropane-1,5'-naphtho[2,1-d]isoxazol]-3'-yl)-3-methoxypyridine-2-sulfonamide BrC1=CC=C2C3(CC=4C(=NOC4C2=C1)NS(=O)(=O)C1=NC=CC=C1OC)CC3